methyl 8-bromo-6-chloroimidazo[1,2-b]pyridazine-2-carboxylate BrC=1C=2N(N=C(C1)Cl)C=C(N2)C(=O)OC